C1CCC2=C(C=3CCCC3C=C12)NC(=O)N[S@@](=O)(=NC(C1=CC=CC=C1)(C1=CC=CC=C1)C1=CC=CC=C1)C=1C=NN2C1OC[C@H](C2)CN(C(OC(C)(C)C)=O)C tert-butyl (((S)-3-((S)-N-((1,2,3,5,6,7-hexahydro-s-indacen-4-yl)carbamoyl)-N'-tritylsulfamimidoyl)-6,7-dihydro-5H-pyrazolo[5,1-b][1,3]oxazin-6-yl)methyl)(methyl)carbamate